(E)-2-azido-3-(4-bromo-5-chloro-2-thienyl)prop-2-enoic acid methyl ester COC(/C(=C\C=1SC(=C(C1)Br)Cl)/N=[N+]=[N-])=O